CN1C(=NC2=C1C=CC=C2)C2=C(C=CC=C2)P(C2=CC=CC=C2)C2=CC=CC=C2 1-methyl-2-(2-diphenylphosphinophenyl)-1H-benzimidazole